allyl-(2-fluoro-benzyl)-amine C(C=C)NCC1=C(C=CC=C1)F